(R,Z)-N-(1-(3,6-dimethyl-4-oxo-2-(tetrahydro-2H-pyran-4-yl)-3,4-dihydroquinazolin-8-yl)ethylidene)-2-methylpropane-2-sulfinamide CN1C(=NC2=C(C=C(C=C2C1=O)C)\C(\C)=N/[S@](=O)C(C)(C)C)C1CCOCC1